N1N2C(C=CC1)=CC=C2C(=O)N 1,2-dihydropyrrolo[1,2-b]pyridazine-7-carboxamide